FC1=C(OC=2N=CC(=NC2)NC(CC)=O)C=C(C(=C1)F)F N-(5-(2,4,5-trifluorophenoxy)pyrazin-2-yl)propanamide